N-[[(3S)-1-[4-[(5-cyclopentyl-1H-pyrazol-3-yl)amino]pyrimidin-2-yl]-3-piperidinyl]methyl]carbamic acid tert-butyl ester C(C)(C)(C)OC(NC[C@H]1CN(CCC1)C1=NC=CC(=N1)NC1=NNC(=C1)C1CCCC1)=O